(S)-5-Amino-3-(3-hydroxy-3-methylbutyl)-1-(2-hydroxypropyl)-1H-benzo[d]imidazol-2(3H)-one NC1=CC2=C(N(C(N2CCC(C)(C)O)=O)C[C@H](C)O)C=C1